ClC=1C=C2[C@]3(C(NC2=CC1)=O)[C@H](C3)C(=O)NC3=NC=CC(=C3)F |r| rac-(1R*,2S*)-5'-chloro-N-(4-fluoropyridin-2-yl)-2'-oxospiro[cyclopropane-1,3'-indoline]-2-carboxamide